trichloroethylaluminum ClC(C[Al])(Cl)Cl